((1s,4R)-4-amino-4-(trifluoromethyl)cyclohexyl)-4-(5-(5-fluoro-2-methoxypyridin-4-yl)-1H-pyrazole-3-carbonyl)-4-azaspiro[2.5]octane-7-carboxamide NC1(CCC(CC1)C1CC12N(CCC(C2)C(=O)N)C(=O)C2=NNC(=C2)C2=CC(=NC=C2F)OC)C(F)(F)F